bis{3,4,6-trichloro-2-[(3,3-dimethylbutoxy)carbonyl] phenyl}oxalate ClC=1C(=C(C(=CC1Cl)Cl)OC(C(=O)OC1=C(C(=C(C=C1Cl)Cl)Cl)C(=O)OCCC(C)(C)C)=O)C(=O)OCCC(C)(C)C